3-[4-[[(3R)-morpholin-3-yl]methyl]phenoxy]piperidine-2,6-dione N1[C@@H](COCC1)CC1=CC=C(OC2C(NC(CC2)=O)=O)C=C1